phenylbenzo[e][1,4,3]oxathiazine-1,1-dioxide C1(=CC=CC=C1)C=1OC2=C(S(N1)(=O)=O)C=CC=C2